4-{4-fluoro-2-[(3R)-3-methylmorpholine-4-carbonyl]phenyl}-1-methyl-6-({1-[(1S,3S,4R)-5-methylene-2-azabicyclo[2.2.2]octane-3-carbonyl]azetidin-3-yl}methyl)-1H-indazole FC1=CC(=C(C=C1)C1=C2C=NN(C2=CC(=C1)CC1CN(C1)C(=O)[C@H]1N[C@@H]2CC([C@H]1CC2)=C)C)C(=O)N2[C@@H](COCC2)C